CC(=O)NC1=C(C=C(C=C1)F)F N-(2,4-difluorophenyl)acetamide